C(C1=CC=CC=C1)C=1N(C=2C(=C3CC[C@@H](N(C3=CC2)C(=O)OC)C)N1)[C@H]1C[C@@H](CCC1)C(=O)O (1R,3R)-3-[(7S)-2-benzyl-6-(methoxycarbonyl)-7-methyl-3H,6H,7H,8H,9H-imidazo[4,5-f]quinolin-3-yl]cyclohexane-1-carboxylic acid